n-tetradecyl xanthate O(C(=S)[S-])CCCCCCCCCCCCCC